tert-Butyl-(R)-3-((4-((S)-3-phenylisooxazolidin-2-yl)-5-(trifluoromethyl)pyrimidin-2-yl)amino)piperidin C(C)(C)(C)N1C[C@@H](CCC1)NC1=NC=C(C(=N1)N1OCC[C@H]1C1=CC=CC=C1)C(F)(F)F